C(=O)(OC(C)(C)C)NC1CC[Se]SC1 N-Boc-1,2-thiaselenan-5-amine